NC1=NC=2C=C(C(=CC2C2=C1C=NN2C)C(=O)OC)C2CC2 methyl 4-amino-7-cyclopropyl-1-methyl-1H-pyrazolo[4,3-c]quinoline-8-carboxylate